(2R,4R)-1-cyano-N-(2-(cyclohexylamino)-2-oxo-1-(pyridin-3-yl)ethyl)-4-hydroxy-N-(4-(1-(trifluoromethyl)cyclopropyl)phenyl)pyrrolidine-2-carboxamide C(#N)N1[C@H](C[C@H](C1)O)C(=O)N(C1=CC=C(C=C1)C1(CC1)C(F)(F)F)C(C(=O)NC1CCCCC1)C=1C=NC=CC1